C(C)(C)(C)C1=CC=C(C=C1)[C@H](C)NC(=O)C1=CC=C2C(=C(N(C2=C1)CC1CCC1)C)CC=1C=C(OC(C(=O)OC)(C)C)C=CC1 methyl (S)-2-(3-((6-((1-(4-(tert-butyl)phenyl)ethyl)carbamoyl)-1-(cyclobutylmethyl)-2-methyl-1H-indol-3-yl)methyl)phenoxy)-2-methylpropanoate